BrC1=CC=C(C=C1)[C@H](C(=O)N1CCN(CC1)C=1C2=C(N=CN1)[C@@H](C[C@H]2C)O)CCNC(C)C (R)-2-(4-bromophenyl)-1-(4-((5R,7R)-7-hydroxy-5-methyl-6,7-dihydro-5H-cyclopenta[d]pyrimidin-4-yl)piperazin-1-yl)-4-(isopropylamino)butan-1-one